ClC1=NN=C2N1C1=CC=CC=C1C(=N2)N(C2=CC(=CC=C2)C#CC2COC2)C chloro-N-methyl-N-(3-(oxetan-3-ylethynyl)phenyl)-[1,2,4]triazolo[4,3-a]quinazolin-5-amine